Cl.C(C1=CC=CC=C1)(C1=CC=CC=C1)C1NCCCC1 2-benzhydryl-piperidine hydrochloride salt